ClC=1C=CC2=C(CC3(CC=4N2C(=NN4)[C@@H]4CC[C@H](CC4)C(=O)N4CCOCC4)OCCO3)C1 [trans-4-(8'-Chloro-4'H,6'H-spiro[1,3-dioxolan-2,5'-[1,2,4]triazolo[4,3-a][1]benzazepin]-1'-yl)cyclohexyl](morpholin-4-yl)methanon